(S)-{[(3-hydroxyadamantan-1-yl)amino]acetyl}pyrrolidine-2-carbonitril OC12CC3(CC(CC(C1)C3)C2)NCC(=O)N2[C@@H](CCC2)C#N